thiopheneal S1C(=CC=C1)C=O